2-(trifluoromethyl)quinoline-6-carboxylic acid FC(C1=NC2=CC=C(C=C2C=C1)C(=O)O)(F)F